2-cyclopropyl-7-(4-ethoxy-5-(1-methylpiperidin-4-yl)-1H-benzo[d]imidazol-2-yl)-6-methoxy-1H-pyrrolo[3,2-c]pyridine-3-carbonitrile C1(CC1)C1=C(C=2C=NC(=C(C2N1)C1=NC2=C(N1)C=CC(=C2OCC)C2CCN(CC2)C)OC)C#N